N=1C=CN2N=C(C=CC21)C=2C=CN1N=C(N=CC12)N[C@@H]1C[C@H](C1)N1CCN(CC1)C 5-(imidazo[1,2-b]pyridazin-6-yl)-N-(trans-3-(4-methylpiperazin-1-yl)cyclobutyl)pyrrolo[2,1-f][1,2,4]triazin-2-amine